(R)-1-(2,5-dichloro-pyridin-3-yl)ethyl (1-methyl-4-(6-methyl-5-(methyl-sulfonamido)pyridin-2-yl)-1H-1,2,3-triazol-5-yl)carbamate CN1N=NC(=C1NC(O[C@H](C)C=1C(=NC=C(C1)Cl)Cl)=O)C1=NC(=C(C=C1)NS(=O)(=O)C)C